ClC1=C(COC2=CC=C3CCN(CC3=C2)CC2=NC3=C(N2C[C@H]2OCC2)C=C(C=C3)C(=O)O)C=CC=C1 (S)-2-((7-((2-chlorobenzyl)oxy)-3,4-dihydroisoquinolin-2(1H)-yl)methyl)-1-((oxetan-2-yl)methyl)-1H-benzo[d]imidazole-6-carboxylic acid